OC(C1=CC=CC=C1)SCCOCOCCSC(C1=CC=CC=C1)O 1,7-bis(hydroxybenzylthio)-3,5-dioxaheptane